NCC1=CC=C(C=C1)CC(=O)N 2-[4-(aminomethyl)phenyl]acetamide